(5S)-2-(3-Chloro-4-fluorobenzyl)-5-{[(3S)-3-fluoropyrrolidin-1-yl]carbonyl}-5,6,7,8-tetrahydro[1,2,4]triazolo[4,3-a]pyridin-3(2H)-one ClC=1C=C(CN2N=C3N([C@@H](CCC3)C(=O)N3C[C@H](CC3)F)C2=O)C=CC1F